FC(C1=CC(=CC=C1)NC=1C(C(=O)O)=CC=CC1)(F)F N-(α,α,α-trifluoro-m-tolyl)anthranilic acid